F[C@H]1CN(CC[C@H]1NC1=CC=CC=2N1N=C(C2CC(F)(F)F)C#CCNC(=O)C=2C=NN(C2)C2CCN(CC2)C)C N-[3-(7-{[(3S,4R)-3-fluoro-1-methylpiperidin-4-yl]amino}-3-(2,2,2-trifluoroethyl)pyrazolo[1,5-a]pyridin-2-yl)prop-2-yn-1-yl]-1-(1-methylpiperidin-4-yl)-1H-pyrazole-4-carboxamide